t-butanolat C(C)(C)(C)[O-]